FC(CC)(F)C=1C=C(C=CC1)NC(=O)C1C(=NN(C1=O)C1=CC2=C(C=N1)C=CN2)C N-(3-(1,1-difluoropropyl)phenyl)-3-methyl-5-oxo-1-(1H-pyrrolo[3,2-c]pyridin-6-yl)-4,5-dihydro-1H-pyrazole-4-carboxamide